C(N1N=C(C(=C1)N)O[C@@H]1COC[C@@H]1O[Si](C1=CC=CC=C1)(C1=CC=CC=C1)C(C)(C)C)([2H])([2H])[2H] 1-(methyl-d3)-3-(((3R,4S)-4-((tert-butyldiphenylsilyl)oxy)tetrahydrofuran-3-yl)oxy)-1H-pyrazol-4-amine